C(CCC)(=O)O[C@H]1[C@H](OC(CCC)=O)[C@@H](OC(CCC)=O)[C@H](OC(CCC)=O)[C@H](O1)COC(CCC)=O beta-glucose pentabutyrate